C1CC12CCN(CC2)C2=C(C(=O)O)C=CC(=C2)I 2-(6-azaspiro[2.5]octan-6-yl)-4-iodo-benzoic acid